ClC=1C(=CC2=C(N(C[C@H](N(S2(=O)=O)C)C2CCCCC2)C2=CC=CC=C2)C1)C1=NNC(=C1)C(=O)OC methyl (R)-3-(7-chloro-3-cyclohexyl-2-methyl-1,1-dioxido-5-phenyl-2,3,4,5-tetrahydrobenzo[f][1,2,5]thiadiazepin-8-yl)-1H-pyrazole-5-carboxylate